The molecule is tetraanion of (R)-3-hydroxybutanoyl-CoA arising from deprotonation of the phosphate and diphosphate OH groups. It has a role as a human metabolite. It is a (R)-3-hydroxyacyl-CoA(4-) and a short-chain (R)-3-hydroxy fatty acyl-CoA(4-). It is a conjugate base of a (R)-3-hydroxybutanoyl-CoA. C[C@H](CC(=O)SCCNC(=O)CCNC(=O)[C@@H](C(C)(C)COP(=O)([O-])OP(=O)([O-])OC[C@@H]1[C@H]([C@H]([C@@H](O1)N2C=NC3=C(N=CN=C32)N)O)OP(=O)([O-])[O-])O)O